ClC1=C(C=NN1CC1(CCCC1)C)C=1C=CC(=NC1C1=CC=2N(C=C1)C=CN2)C#N 5-(5-chloro-1-((1-methylcyclopentyl)methyl)-1H-pyrazol-4-yl)-6-(imidazo[1,2-a]pyridin-7-yl)picolinonitrile